1-bromo-4-methoxybenzene BrC1=CC=C(C=C1)OC